BrC1=CC=C(C=C1)C1(C2(CCC3=CC(=CC=C13)OC)CCC2)O 1'-(4-Bromophenyl)-6'-methoxy-3',4'-dihydro-1'H-spiro[cyclobutane-1,2'-naphthalen]-1'-ol